CC1=C(C=CC=C1C)NC1=C(C(=O)OCN2C=CC3=C2N=CN=C3N(C)[C@H]3CN(CC[C@H]3C)C(CC#N)=O)C=CC=C1 (4-(((3R,4R)-1-(2-cyanoacetyl)-4-methylpiperidin-3-yl)(methyl)amino)-7H-pyrrolo[2,3-d]pyrimidin-7-yl)methyl 2-((2,3-dimethylphenyl)amino)benzoate